IC=1C=NN(C1C)CC12CC3(CC(CC(C1)C3)C2)OCCOCCOCCO 2-{2-[2-({3-[(4-iodo-5-methyl-1H-pyrazol-1-yl)methyl]tricyclo[3.3.1.13,7]dec-1-yl}oxy)ethoxy]ethoxy}ethanol